FC1=C(C=CC(=C1)N)C1=CC(=C(C=C1)N1CCN(CC1)C)[N+](=O)[O-] fluoro-4'-(4-methylpiperazin-1-yl)-3'-nitro[1,1'-biphenyl]-4-amine